ClC=1C=C(C(=O)Cl)C=CC1 3-chlorobenzoyl chloride